6-((3-(3-((difluoromethyl)thio)-8-(((3S,4R)-3-fluoropiperidin-4-yl)amino)imidazo[1,2-a]pyridin-2-yl)prop-2-yn-1-yl)amino)-5-methoxy-N-methylpicolinamide FC(SC1=C(N=C2N1C=CC=C2N[C@H]2[C@H](CNCC2)F)C#CCNC2=C(C=CC(=N2)C(=O)NC)OC)F